3-ethoxypropyl acrylate C(C=C)(=O)OCCCOCC